CN(C/C=C/C(=O)N1CC2=C([C@@H](C1)C1=C(C=CC=C1)C=1C(=NN(C1)CCC1=CC=NC=C1)C(F)(F)F)C=C(S2)C#N)C (S,E)-6-(4-(Dimethylamino)but-2-enoyl)-4-(2-(1-(2-(pyridin-4-yl)ethyl)-3-(trifluoromethyl)-1H-pyrazol-4-yl)phenyl)-4,5,6,7-tetrahydrothieno[2,3-c]pyridine-2-carbonitrile